methyl-1-(2,4-difluorophenyl)-6-oxopyridazine-3-carboxylic acid CC=1C(=NN(C(C1)=O)C1=C(C=C(C=C1)F)F)C(=O)O